Tert-butyl (R)-(20-hydroxy-3,6,9,12,15,18-hexaoxaicosyl)(1-(4-(pyridin-4-ylcarbamoyl)phenyl)ethyl)carbamate Lithium hydroxide monohydrate O.[OH-].[Li+].OCCOCCOCCOCCOCCOCCOCCN(C(OC(C)(C)C)=O)[C@H](C)C1=CC=C(C=C1)C(NC1=CC=NC=C1)=O